COC1=CC=C(C=C1)C1N(N=C(C1)C1=CC=CC=C1)C1=CC=C(C=C1)S(=O)(=O)N 4-[3-(4-methoxyphenyl)-5-phenyl-3,4-dihydropyrazol-2-yl]benzenesulfonamide